FC1=C(C=CC=C1)C1(CC1)/C=C/C(=O)OC methyl (E)-3-[1-(2-fluorophenyl)cyclopropyl]prop-2-enoate